sodium (2S)-1-hydroxy-2-((S)-2-((((4-isopropylcyclohexyl)oxy)carbonyl)amino)-4-methyl pentanamido)-3-((S)-2-oxopyrrolidin-3-yl)propane-1-sulfonate OC([C@H](C[C@H]1C(NCC1)=O)NC([C@H](CC(C)C)NC(=O)OC1CCC(CC1)C(C)C)=O)S(=O)(=O)[O-].[Na+]